CO[Si](CCC(F)(F)F)(C)OC.[P].[Zr].[Ti] titanium-zirconium phosphorus dimethoxy-methyl-(3,3,3-trifluoropropyl)silane